thieno[3,2-b]pyridin-7-amine formate C(=O)O.S1C=CC2=NC=CC(=C21)N